ClC1=CC2=C(N(C(N=C2N2[C@H](CN(CC2)C(C=C)=O)C)=O)C2=C(C=CC=C2C(C)C)O)N=C1C1=C(C=CC=C1)F (P)-6-chloro-7-(2-fluorophenyl)-1-(2-hydroxy-6-(2-propanyl)phenyl)-4-((2S)-2-methyl-4-(2-propenoyl)-1-piperazinyl)pyrido[2,3-d]pyrimidin-2(1H)-one